4-cyclohexyl-1,1-dimethylpiperazinium C1(CCCCC1)N1CC[N+](CC1)(C)C